O1CCC2=C1C(=CC=C2)/C(=C/B(O)O)/C=2N=CN(C2)C(C2=CC=CC=C2)(C2=CC=CC=C2)C2=CC=CC=C2 (Z)-(2-(2,3-dihydrobenzofuran-7-yl)-2-(1-trityl-1H-imidazol-4-yl)vinyl)boronic acid